4-Chloro-7-fluoro-3-hydroxy-3-(2-(4-methoxyphenyl)-2-oxoethyl)indolin-2-one ClC1=C2C(C(NC2=C(C=C1)F)=O)(CC(=O)C1=CC=C(C=C1)OC)O